CCCCCCCC/C=C\\CCCCCCCCC[C@H](CC(=O)SCCNC(=O)CCNC(=O)[C@@H](C(C)(C)COP(=O)([O-])OP(=O)([O-])OC[C@@H]1[C@H]([C@H]([C@@H](O1)N2C=NC3=C(N=CN=C32)N)O)OP(=O)([O-])[O-])O)O The molecule is a 3-hydroxy fatty acyl-CoA(4-) obtained by deprotonation of the phosphate and diphosphate OH groups of (3R,13Z)-3-hydroxydocosenoyl-CoA; major species at pH 7.3. It is a (R)-3-hydroxyacyl-CoA(4-), a 3-hydroxy fatty acyl-CoA(4-) and an 11,12-saturated fatty acyl-CoA(4-). It is a conjugate base of a (3R,13Z)-3-hydroxydocosenoyl-CoA.